4-[(N-Hydroxy-acetimidoyl)-amino]-6,7-dimethyl-1,3-dihydro-pyrrolo[3,4-c]pyridine-2-carboxylic acid tert-butyl ester C(C)(C)(C)OC(=O)N1CC=2C(=NC(=C(C2C1)C)C)NC(C)=NO